C(C)(C)(C)OC(=O)N1[C@@H](COCC1)C1=C(C=C(C=C1)N1C(=CC2=C1N=CNC2=O)Cl)C (R)-3-(4-(6-chloro-4-oxo-3,4-dihydro-7H-pyrrolo[2,3-d]pyrimidin-7-yl)-2-methylphenyl)morpholine-4-carboxylic acid tert-butyl ester